1'-benzyl-N-methyl-spiro[1H-isobenzofuran-3,4'-piperidine]-1-carboxamide C(C1=CC=CC=C1)N1CCC2(CC1)OC(C1=CC=CC=C12)C(=O)NC